BrC=1C=C(COC2=CC(=C(C=O)C=C2)F)C=CC1 4-((3-bromobenzyl)oxy)-2-fluorobenzaldehyde